2-(6,6-difluoro-2-azaspiro[3.3]heptan-2-yl)-N-(4-((2,2-difluorocyclopentyl)oxy)-3-fluorophenyl)-5-(2,2,2-trifluoroethyl)oxazole-4-carboxamide FC1(CC2(CN(C2)C=2OC(=C(N2)C(=O)NC2=CC(=C(C=C2)OC2C(CCC2)(F)F)F)CC(F)(F)F)C1)F